N,N'-diacetylurea C(C)(=O)NC(=O)NC(C)=O